1-CYCLOHEXENYLISOCYANIDE C1(=CCCCC1)[N+]#[C-]